6-chloro-3-((3-chloro-2-(1H-pyrazol-1-yl)pyridin-4-yl)thio)pyrazin-2-amine ClC1=CN=C(C(=N1)N)SC1=C(C(=NC=C1)N1N=CC=C1)Cl